ClC1=C(C(=O)NC=2C=3N(C(=CC2)C[C@@H](C(=O)OC)NC(C2=C(C=C(C=C2F)N[C@@H](C(F)(F)F)CC)F)=O)C=CN3)C(=CN=C1)Cl methyl (S)-3-(8-(3,5-dichloroisonicotinamido)imidazo[1,2-a]pyridin-5-yl)-2-(2,6-difluoro-4-(((R)-1,1,1-trifluorobutan-2-yl)amino)benzamido)propanoate